FC=1C=C(C=CC(=O)O)C=C(C1)F 3,5-difluorocinnamic acid